(7-cyclopropyl-1-isopropyl-4-oxo-pyrido[3,4-d]pyridazin-3-yl)-N-(5-methyl-1,2,4-thiadiazol-3-yl)acetamide C1(CC1)C1=CC2=C(C(N(N=C2C(C)C)CC(=O)NC2=NSC(=N2)C)=O)C=N1